(R)-1-(5-(2,2-difluoroethoxy)-2-fluorophenyl)-3-(3-hydroxy-3-methylbutan-2-yl)-N-(4-methyl-1,1-dioxidotetrahydro-2H-thiopyran-4-yl)-2-oxo-2,3-dihydro-1H-benzo[d]imidazole-5-carboxamide FC(COC=1C=CC(=C(C1)N1C(N(C2=C1C=CC(=C2)C(=O)NC2(CCS(CC2)(=O)=O)C)[C@H](C)C(C)(C)O)=O)F)F